N-[(1S)-1-(dicyclopropylmethyl)-2-[[5-[5-ethyl-3-methyl-1-(2-trimethylsilylethoxymethyl)pyrazol-4-yl]-6-fluoro-2-pyridyl]amino]-2-oxo-ethyl]-3-methyl-isoxazole-4-carboxamide C1(CC1)C([C@@H](C(=O)NC1=NC(=C(C=C1)C=1C(=NN(C1CC)COCC[Si](C)(C)C)C)F)NC(=O)C=1C(=NOC1)C)C1CC1